N-[4-(azetidin-3-yl)-1-(2,6-difluoro-4-methoxyphenyl)-1H-imidazol-2-yl]-4-(difluoromethoxy)benzamide N1CC(C1)C=1N=C(N(C1)C1=C(C=C(C=C1F)OC)F)NC(C1=CC=C(C=C1)OC(F)F)=O